tungsten (VI) oxide tetrachloride [Cl-].[Cl-].[Cl-].[Cl-].[W](=O)(=O)=O